rac-1-(((1r,3r)-3-((tert-butyldiphenylsilyl)oxy)cyclobutyl)methyl)-4-(2,3-dichloro-6-((2-(trimethylsilyl)ethoxy)methoxy)phenyl)pyrrolidine-2-thione [Si](C1=CC=CC=C1)(C1=CC=CC=C1)(C(C)(C)C)OC1CC(C1)CN1C(C[C@@H](C1)C1=C(C(=CC=C1OCOCC[Si](C)(C)C)Cl)Cl)=S |r|